BrC1=C(C=CC=C1)CS(=O)(=O)NC1=C(N=C(S1)C)C(=O)O 5-{[(2-bromophenyl)methyl]sulfonamido}-2-methyl-1,3-thiazole-4-carboxylic acid